2-[3-(6-methyl-2-pyridyl)pyrazol-1-yl]-4-morpholino-6-(2-pyridyl)furo[3,2-d]pyrimidine CC1=CC=CC(=N1)C1=NN(C=C1)C=1N=C(C2=C(N1)C=C(O2)C2=NC=CC=C2)N2CCOCC2